N[C@H](C(=O)OC(C)(C)C)CC(=C)C tert-butyl (2S)-2-amino-4-methylpent-4-enoate